CS(=O)(=O)C=1C=C(C=CC1)CN1CCC2(CN(C2)C(=O)OC(C)(C)C)CC1 tert-butyl 7-[(3-methylsulfonylphenyl)methyl]-2,7-diazaspiro[3.5]nonane-2-carboxylate